C(C)OCC=1NC(=C(N1)C)C1=CC=CC=C1 2-(ethoxymethyl)-4-methyl-5-phenyl-1H-imidazole